(1R,5S)-3-azabicyclo[3.1.0]Hexan-2-one [C@@H]12C(NC[C@H]2C1)=O